C[C@H]1N(C[C@@H](N(C1)C(C(=O)NC1=C2C(=CN=C1)N(N=C2)C2OCCCC2)=O)C2=CC=CC=C2)C(=O)C2(CC2)C 2-((2S,5R)-5-methyl-4-(1-methylcyclopropanecarbonyl)-2-phenylpiperazin-1-yl)-2-oxo-N-(1-(tetrahydro-2H-pyran-2-yl)-1H-pyrazolo[3,4-c]pyridin-4-yl)acetamide